BrC1=CC=C(C=C1)N1CCN(CC1)C1CN(C1)C1=CC(=C(C(=O)OC)C(=C1)OC)C#N methyl 4-[3-[4-(4-bromophenyl)piperazin-1-yl]azetidin-1-yl]-2-cyano-6-methoxy-benzoate